tert-butyl (3aR,7aR)-1,2,3,3a,4,5,7,7a-octahydropyrrolo[2,3-c]pyridine-6-carboxylate N1CC[C@H]2[C@@H]1CN(CC2)C(=O)OC(C)(C)C